Citronellyl 1-allylcyclobutanecarboxylate C(C=C)C1(CCC1)C(=O)OCCC(C)CCC=C(C)C